FC1=CC(=CC2=C1C1=C(C(C(N2)=O)C)N=CC=C1)N1CC(C1)F 11-fluoro-9-(3-fluoroazetidin-1-yl)-5-methyl-5,7-dihydropyrido[2,3-d][1]benzazepin-6-one